(3aR,6aS)-5-(p-tolyl)hexahydropyrrolo[3,4-c]Pyrrole-2(1H)-carboxylic acid tert-butyl ester C(C)(C)(C)OC(=O)N1C[C@@H]2CN(C[C@@H]2C1)C1=CC=C(C=C1)C